1-(2,3-dihydroxypropyl)-4-propylpiperazine OC(CN1CCN(CC1)CCC)CO